FC1=CC=C(C(=C1[C@H]([C@@H](C=1OC(NN1)=O)NS(=O)(=O)C1=C(C(=O)N)C=CC=C1)C)C)C 2-(N-((1S,2R)-2-(6-fluoro-2,3-dimethylphenyl)-1-(5-oxo-4,5-dihydro-1,3,4-oxadiazol-2-yl)propyl)sulfamoyl)benzamide